N1=CC(=CC=C1)C1=CC=C(C=C1)[C@@H]1C[C@@H](N(CC1)C(=O)OC(C)(C)C)C(=O)OC(C)(C)C Di-tert-butyl (2R,4S)-4-(4-(pyridin-3-yl)phenyl)piperidine-1,2-dicarboxylate